2-((4-(2-(4-chloro-2-fluorophenyl)-2-methylbenzo[d][1,3]dioxol-4-yl)piperidin-1-yl)methyl)-1H-imidazole-5-carbaldehyde ClC1=CC(=C(C=C1)C1(OC2=C(O1)C=CC=C2C2CCN(CC2)CC=2NC(=CN2)C=O)C)F